NC1CCC(CC1)NC1=C2C(=NC=C1)NC=C2C(=O)C2=C(C=C(C=C2)OC2=CC=CC=C2)Cl (4-(((1r,4r)-4-aminocyclohexyl)amino)-1H-pyrrolo[2,3-b]pyridin-3-yl)(2-chloro-4-phenoxyphenyl)methanone